2-((1-methyl-1H-pyrazol-4-yl)amino)pyrido[2,3-d]pyrimidin-7(8H)-one CN1N=CC(=C1)NC=1N=CC2=C(N1)NC(C=C2)=O